[(6-amino-2-pyridyl)sulfonyl]-6-(3-fluoro-5-isobutoxy-phenyl)-2-[(4S)-2,2,4-trimethylpyrrolidin-1-yl]pyridine-3-carboxamide NC1=CC=CC(=N1)S(=O)(=O)C1=C(C(=NC(=C1)C1=CC(=CC(=C1)OCC(C)C)F)N1C(C[C@@H](C1)C)(C)C)C(=O)N